CN1N=C2C(N=C(C=C2)[Sn](CCCC)(CCCC)CCCC)=C1 2-methyl-5-(tributylstannyl)-2H-pyrazolo[4,3-b]pyridine